6-(4-(6-cyclobutyl-2,6-diazaspiro[3.3]heptan-2-yl)phenyl)-2-(3,4-dimethoxyphenyl)-1,4-dimethyl-1H-imidazo[4,5-c]pyridine C1(CCC1)N1CC2(CN(C2)C2=CC=C(C=C2)C2=CC3=C(C(=N2)C)N=C(N3C)C3=CC(=C(C=C3)OC)OC)C1